C(CCCCCCCCC(=O)OCCC(C)C)(=O)OCCC(C)C Diisoamyl sebacate